5-(3-(2-methoxyethoxy)propyl)-2-phenyl-N-(tetrahydro-2H-pyran-4-yl)-1H-indol-7-amine COCCOCCCC=1C=C2C=C(NC2=C(C1)NC1CCOCC1)C1=CC=CC=C1